CC1=C(C=C(C=C1)[C@]12[C@@H]([C@H]([C@@H]([C@](CO1)(O2)C(C)(C)O)OCC2=CC=CC=C2)OCC2=CC=CC=C2)OCC2=CC=CC=C2)CC2=CC=C(C=C2)CCCCO 4-[4-[[2-methyl-5-[(1S,2S,3S,4R,5S)-2,3,4-tribenzyloxy-1-(1-hydroxy-1-methyl-ethyl)-6,8-dioxabicyclo[3.2.1]octan-5-yl]phenyl]methyl]phenyl]butan-1-ol